F[B-](F)(F)F.BrC=1SC=C([N+]1CC)C 2-bromo-3-ethyl-4-methylthiazolium tetrafluoroborate